[Cl-].[Cl-].CC(C)=[Zr+2](C1C=CC=C1)C1C=CC=C1 dimethylmethylenebis(cyclopentadienyl)zirconium dichloride